vanadium-copper-titanium [Ti].[Cu].[V]